C[C@H]1[C@H]([C@H]([C@@H]([C@@H](O1)O[C@@H]2[C@H]([C@H]([C@H](O[C@H]2O[C@@H]3[C@H](OC([C@@H]([C@H]3O[C@H]4[C@H]([C@@H]([C@@H]([C@@H](O4)C)O)O)O)O)O)CO)CO)O)O)O)O)O The molecule is a tetrasaccharide that is lactose in which the hydroxy groups at the 3 and 2' positions have each been glycosylated by an alpha-L-fucosyl group.